C(C)(CCC)[Sn](N(C)C)(N(C)C)N(C)C sec-pentyl-tris(dimethylamino)tin